5-(3,4-dimethylcinnolin-6-yl)thiazol-2-amine CC=1N=NC2=CC=C(C=C2C1C)C1=CN=C(S1)N